3-bromo-8-((tert-butoxycarbonyl)(methyl)amino)-6-chloro-5-cyano-9H-pyrido[2,3-b]indole 1-oxide BrC=1C=C2C(NC3=C(C=C(C(=C23)C#N)Cl)N(C)C(=O)OC(C)(C)C)=[N+](C1)[O-]